C(C)C(CC)N1CC(CC1=O)C(=O)NC1=C(C=CC(=C1)COC1=CC(=CC=C1)F)OC 1-(1-Ethylpropyl)-N-[5-[(3-fluorophenoxy)methyl]-2-methoxyphenyl]-5-oxo-3-pyrrolidinecarboxamide